2-(5-chloro-2,4-difluorobenzyl)-4-(methylsulfonamido)tetrahydrofuran-2-carboxylic acid ClC=1C(=CC(=C(CC2(OCC(C2)NS(=O)(=O)C)C(=O)O)C1)F)F